NC1=NC=2C=CC=CC2C2=C1N=C(N2CC2=CC=C(CNC(OCCNC(C(=C)C)=O)=O)C=C2)C2=NC=CC=C2 2-methacrylamidoethyl 4-((4-amino-2-(pyridin-2-yl)-1H-imidazo[4,5-c]quinolin-1-yl)methyl)benzylcarbamate